(2s,3s,4r)-3,4-bis(benzyloxy)-1-(((2s,3r,4s,5s,6r)-3,4,5-tris(benzyloxy)-6-((benzyloxy)methyl)-tetrahydro-2H-pyran-2-yl)oxy)octadecan-2-amine C(C1=CC=CC=C1)O[C@@H]([C@H](CO[C@H]1O[C@@H]([C@@H]([C@@H]([C@H]1OCC1=CC=CC=C1)OCC1=CC=CC=C1)OCC1=CC=CC=C1)COCC1=CC=CC=C1)N)[C@@H](CCCCCCCCCCCCCC)OCC1=CC=CC=C1